C1(CC1)CNS(=O)(=O)NC1=NC=CC(=C1)CN1CCN(CC1)C=1C=CC(=NC1C(F)(F)F)C(=O)NC 5-(4-((2-((N-(cyclopropylmethyl)sulfamoyl)amino)pyridin-4-yl)methyl)piperazin-1-yl)-N-methyl-6-(trifluoromethyl)picolinamide